C(C1=CC=CC=C1)N(C(C#CC1=CC=CC=C1)=O)C1=NOC(=N1)C=1C=C(C=CC1)C N-benzyl-3-phenyl-N-(5-(m-tolyl)-1,2,4-oxadiazol-3-yl)propiolamide